2,3-dichloro-1,3,3-trifluoropropene Chromium-Nickel [Ni].[Cr].ClC(=CF)C(F)(F)Cl